C(C)(=O)N1CCN(CC1)[C@@H]1[C@H](C2=CCCCC2=C1)OC1=CC=CC=C1 4-[[(1s,2s)-2-(4-acetylpiperazin-1-yl)-4,6-dihydro-1H-inden-1-yl]oxy]benzene